C(=CC1=CC=CC=C1)CC[Si](C)(C)O[Si](C)(C)C=C styrylethyl-(vinyldimethylsiloxy)dimethylsilane